N[C@@H](C)C(=O)N L-Alanineamide